(S)-methyl 5-(2,6-difluorophenoxy)-3-((S)-3-methyl (quinoline-2-carboxamido)butanamido)-4-oxopentanoate FC1=C(OCC([C@H](CC(=O)OC)NC(C[C@@H](CNC(=O)C2=NC3=CC=CC=C3C=C2)C)=O)=O)C(=CC=C1)F